6-chloro-N-[(2,4-dimethoxy-phenyl)-methyl]4-methylpyridazin-3-amine ClC1=CC(=C(N=N1)NCC1=C(C=C(C=C1)OC)OC)C